C(C1=CC=CC=C1)OC=1C=2N(C=C(N1)C1=CC(=NC=C1OC)C(C(F)(F)F)NCC)N=CN2 1-(4-(8-(benzyloxy)-[1,2,4]triazolo[1,5-a]pyrazin-6-yl)-5-methoxypyridin-2-yl)-N-ethyl-2,2,2-trifluoroethan-1-amine